{4-[6-(2-Benzo[b]thiophen-3-yl-ethylamino)-pyrimidin-4-yl]-2-ethoxy-phenoxy}-acetic acid S1C2=C(C(=C1)CCNC1=CC(=NC=N1)C1=CC(=C(OCC(=O)O)C=C1)OCC)C=CC=C2